FC1(CC(C1)C(O)C=1C=NN(C1)C1OCCCC1)F (3,3-difluorocyclobutyl)[1-(oxan-2-yl)pyrazol-4-yl]methanol